C1(=CC=CC=C1)NC1=CC(C1=O)=O 4-(phenylamino)cyclobut-3-ene-1,2-dione